CN(S(=O)(=O)C1=CC=C(C=C1)C(/C=C/C1=CC=C(OCC(=O)O)C=C1)=O)C 2-[4-[(E)-3-[4-(Dimethylsulfamoyl)phenyl]-3-oxoprop-1-enyl]phenoxy]acetic acid